F[C@@]1(CN(C[C@H](C1)NC1=NC=2N(C(C(=NC2C=N1)C1=CC(=C(C=C1)NS(=O)(=O)CC1=CC=CC=C1)F)=O)C(C)C)C(=O)OCC1=CC=CC=C1)C Benzyl (3S,5S)-3-fluoro-5-((6-(3-fluoro-4-((phenylmethyl)sulfonamido)phenyl)-8-isopropyl-7-oxo-7,8-dihydropteridin-2-yl)amino)-3-methylpiperidine-1-carboxylate